C(CC(O)(C(=O)[O-])CC(=O)[O-])(=O)[O-].[Ca+2].C(CC(O)(C(=O)[O-])CC(=O)[O-])(=O)[O-].[Ca+2].[Ca+2] Calcium (Citrate)